C1(CCCCC1)C[C@@H](C(=O)N[C@H](C=O)CCC(=O)N(CCC1=CC=CC=C1)CC)NC(OCC1=CC(=CC=C1)Cl)=O 3-chlorobenzyl ((S)-3-cyclohexyl-1-(((S)-5-(ethyl(phenethyl) amino)-1,5-dioxopentan-2-yl)amino)-1-oxopropan-2-yl)carbamate